C(C)N(C1=CC=C(C=C1)C(C1=C(C=C(C(=C1)O)S(=O)(=O)[O-])S(=O)(=O)[O-])=C1C=CC(C=C1)=[N+](CC)CC)CC 4-[[4-(diethyl-amino)phenyl]-(4-diethylazaniumylidenecyclohexa-2,5-dien-1-ylidene)methyl]-6-hydroxybenzene-1,3-disulfonate